6-(3-methyl-2-oxoimidazolidin-1-yl)pyridazine-3-carboxamide CN1C(N(CC1)C1=CC=C(N=N1)C(=O)N)=O